(S)-pyrrolidine-2-carboxylic acid compound with (2S,3R,4R,5S,6R)-2-(3-((2,3-dihydrobenzo[b][1,4]dioxin-6-yl)methyl)-4-ethylphenyl)-6-(hydroxymethyl)tetrahydro-2H-pyran-3,4,5-triol O1C2=C(OCC1)C=C(C=C2)CC=2C=C(C=CC2CC)[C@@H]2O[C@@H]([C@H]([C@@H]([C@H]2O)O)O)CO.N2[C@@H](CCC2)C(=O)O